COC(=O)C=1N(N=C(C1)NC(=O)C=1C=NC(=CC1)Cl)CC1=CC=C(C=C1)OC.ClCC(=O)C1=CNC2=NC=C(C=C21)OC 2-chloro-1-(5-methoxy-1H-pyrrolo[2,3-b]pyridin-3-yl)ethan-1-one Methyl-5-[(6-chloropyridine-3-carbonyl)amino]-2-[(4-methoxyphenyl)methyl]pyrazole-3-carboxylate